(2S,3S)-N-(5-tert-Butyl-2-methoxybenzyl)-2-(diphenylmethyl)-1-azabicyclo[2.2.2]octan-3-amine C(C)(C)(C)C=1C=CC(=C(CN[C@@H]2[C@@H](N3CCC2CC3)C(C3=CC=CC=C3)C3=CC=CC=C3)C1)OC